CS(=O)(=O)C=1SC2=C(N=CN=C2)N1 2-methylsulfonyl-thiazolo[4,5-d]pyrimidine